6-fluoro-N~2~-(4-methoxypyridin-3-yl)-7-(8-methyl-2,3-dihydro-1H-pyrido[2,3-b][1,4]oxazin-7-yl)quinazoline-2,5-diamine FC1=C(C=2C=NC(=NC2C=C1C1=C(C2=C(OCCN2)N=C1)C)NC=1C=NC=CC1OC)N